6-(3,4-dichloro-phenyl)-pyrimidine-4-carboxylic acid isoxazol-3-ylamide O1N=C(C=C1)NC(=O)C1=NC=NC(=C1)C1=CC(=C(C=C1)Cl)Cl